NC1=C2C(=C3C(=N1)C=C(S3)C3CCN(CC3)C(CCOCCN)=O)N(C(=N2)CCCC)CC2CCOCC2 1-{4-[4-amino-2-butyl-1-(3,4,5,6-tetrahydro-2H-pyran-4-ylmethyl)thieno[3,2-b]imidazo[4,5-d]pyridin-7-yl]hexahydropyridin-1-yl}-3-[(2-aminoethyl)oxy]propan-1-one